4-(4-{[(tert-butoxy)carbonyl](hydroxy)amino}-3-(4-methanesulfonylphenyl)-4-methyl-5-oxo-4,5-dihydro-1H-pyrazol-1-yl)piperidine-1-carboxylic acid tert-butyl ester C(C)(C)(C)OC(=O)N1CCC(CC1)N1N=C(C(C1=O)(C)N(O)C(=O)OC(C)(C)C)C1=CC=C(C=C1)S(=O)(=O)C